2-(((1r,4r)-4-(((5-methylthiazol-2-yl)(phenyl)carbamoyl-oxy)methyl)cyclohexyl)methoxy)acetic acid CC1=CN=C(S1)N(C(=O)OCC1CCC(CC1)COCC(=O)O)C1=CC=CC=C1